3-(4-ethylphenyl)propionic acid 2-methoxy-4-methylphenyl ester COC1=C(C=CC(=C1)C)OC(CCC1=CC=C(C=C1)CC)=O